N,N-dimethyl-benzoyl-vinylamine CN(C)C=CC(C1=CC=CC=C1)=O